(1-(((7-(8-ethyl-7-fluoro-3-(methoxymethoxy)naphthalen-1-yl)-8-fluoro-4-(1-oxa-6-azaspiro[3.5]nonan-6-yl)pyrido[4,3-d]pyrimidin-2-yl)oxy)methyl)cyclopropyl)methanol C(C)C=1C(=CC=C2C=C(C=C(C12)C1=C(C=2N=C(N=C(C2C=N1)N1CC2(CCO2)CCC1)OCC1(CC1)CO)F)OCOC)F